N-(2-amino-2-oxoethyl)-4-(5-methyl-2-((1-(piperidin-4-yl)-1H-pyrazol-4-yl)amino)pyrimidin-4-yl)benzamide Hydrochloride Cl.NC(CNC(C1=CC=C(C=C1)C1=NC(=NC=C1C)NC=1C=NN(C1)C1CCNCC1)=O)=O